isobutyl-(isopropyl)dimethoxysilane C(C(C)C)[Si](OC)(OC)C(C)C